C1(CCCCC1)NC1=NC=C2N=C(N(C2=N1)CC1CCNCC1)NC1=C(C=CC=C1)F N2-cyclohexyl-N8-(2-fluorophenyl)-9-(piperidin-4-ylmethyl)-9H-purine-2,8-diamine